[N+](=O)([O-])C=1C(=CC2=C(OCCO2)C1)C(=O)OC methyl 7-nitro-2,3-dihydrobenzo[b][1,4]dioxin-6-carboxylate